1-methyl-4-oxo-4,5-dihydro-1H-imidazol CN1C=NC(C1)=O